tert-butyl (S)-2-(4-(4-aminophenyl)-2,3,9-trimethyl-6H-thieno[3,2-f][1,2,4]triazolo[4,3-a][1,4]diazepin-6-yl)acetate NC1=CC=C(C=C1)C1=N[C@H](C=2N(C3=C1C(=C(S3)C)C)C(=NN2)C)CC(=O)OC(C)(C)C